C[C@H]1[C@@H]2CC[C@@H]1[C@@H](/C=C\\C=C\\C(=O)O[C@H]3CC[C@@H]4[C@@]3([C@@H]([C@@]5([C@@H](O5)[C@@H]6[C@]47[C@@H]([C@H]8[C@]([C@@H]6O[C@](O8)(O7)C9=CC=CC=C9)([C@](C2)(C)O)O)C)CO)O)O)OC(=O)CC(C)C The molecule is a diterpenoid of the class of daphnane-type terpenes. It is isolated from Trigonostemon reidioides and has been shown to exhibit insecticidal activity. It has a role as a metabolite and an insecticide. It is a diterpenoid, an epoxide, an ortho ester and a terpene lactone.